13-(1-(((9H-fluoren-9-yl)methoxy)carbonyl)piperidin-4-yl)-2,2-dimethyl-4,14-dioxo-3,7,10-trioxa-13-azaheptadecan-17-oic acid C1=CC=CC=2C3=CC=CC=C3C(C12)COC(=O)N1CCC(CC1)N(CCOCCOCCC(OC(C)(C)C)=O)C(CCC(=O)O)=O